(6R,7aS)-6-(benzyloxy)-7a-methyltetrahydro-1H,3H-pyrrolo[1,2-c]oxazole-1,3-dione C(C1=CC=CC=C1)O[C@@H]1C[C@@]2(N(C(OC2=O)=O)C1)C